9-oxo-10,12-octadecadienoic acid O=C(CCCCCCCC(=O)O)C=CC=CCCCCC